FC=1C(=CC(=NC1C)C1=NOC(=N1)C1=NC=CC(=C1)OC)C=1C=NC=CC1C 3-(5'-fluoro-4,6'-dimethyl-[3,4'-bipyridin]-2'-yl)-5-(4-methoxypyridin-2-yl)-1,2,4-oxadiazole